2,6-Bis(bromomethyl)fluorobenzene C1=CC(=C(C(=C1)CBr)F)CBr